N-(3-Cyano-5-(4-(trifluoromethyl)phenoxy)phenyl)-1-methyl-5-oxopyrrolidine-2-carboxamide C(#N)C=1C=C(C=C(C1)OC1=CC=C(C=C1)C(F)(F)F)NC(=O)C1N(C(CC1)=O)C